CC1(OB(OC1(C)C)C=1C=CC2=C(N=CS2)C1)C 5-(4,4,5,5-tetramethyl-1,3,2-dioxaborolan-2-yl)-1,3-benzothiazole